4,5-heptadien CCCC=C=CC